NC1=CC(=C(C=C1)N1CCC(CC1)CC1(CCN(CC1)C(=O)OC(C)(C)C)O)F tert-butyl 4-((1-(4-amino-2-fluorophenyl)piperidin-4-yl)methyl)-4-hydroxypiperidine-1-carboxylate